(S)-5-hexyldihydrofuran-2(3H)-one C(CCCCC)[C@H]1CCC(O1)=O